(S)-1-((S)-8-(4'-(1-aminocyclopropyl)-6-methoxybiphenyl-3-ylsulfonyl)-1-oxa-8-azaspiro[4.5]decan-3-ylamino)-3-(3-(ethylsulfonyl)phenoxy)propan-2-ol NC1(CC1)C1=CC=C(C=C1)C1=CC(=CC=C1OC)S(=O)(=O)N1CCC2(C[C@@H](CO2)NC[C@@H](COC2=CC(=CC=C2)S(=O)(=O)CC)O)CC1